6,6-dimethyl-N-(((S)-3-methyl-1,2,3,5,6,7-hexahydro-s-indacen-4-yl)carbamoyl)-6,7-dihydro-5H-pyrazolo[5,1-b][1,3]oxazine-3-sulfonimidamide CC1(CN2C(OC1)=C(C=N2)S(=O)(NC(NC2=C1[C@H](CCC1=CC=1CCCC21)C)=O)=N)C